5-bromo-1-(2,2,2-trifluoroethyl)benzimidazole BrC1=CC2=C(N(C=N2)CC(F)(F)F)C=C1